The molecule is a long-chain fatty acid ethyl ester resulting from the formal condensation of the carboxy group of (4Z,7Z,10Z,13Z,16Z,19Z)-docosahexaenoic acid with the hydroxy group of ethanol. It derives from an all-cis-docosa-4,7,10,13,16,19-hexaenoic acid. CC/C=C\\C/C=C\\C/C=C\\C/C=C\\C/C=C\\C/C=C\\CCC(=O)OCC